C(CCCCCC(=O)O)(=O)OCC[C@H](N)C(=O)O O-Pimelyl-L-homoserin